C(C)OC1=CN=CC(=N1)C1=CC(=C(C=O)C=C1)F 4-(6-Ethoxypyrazin-2-yl)-2-fluorobenzaldehyde